FC1=CC=C(C=C1)N1N=C(C=C1C1=CC(=CC=C1)OC(F)(F)F)NC(=O)[C@H]1CNC([C@@H]1C)=O (3R,4R)-4-Methyl-5-oxopyrrolidine-3-carboxylic acid [1-(4-fluorophenyl)-5-(3-(trifluoromethoxy)phenyl)-1H-pyrazol-3-yl]amide